C(=O)C1=CC=2C(=NOC2C(=O)NC=2SC(=NN2)SC)C=C1 5-formyl-N-(5-(methylsulfanyl)-1,3,4-thiadiazol-2-yl)benzo[c]isoxazole-3-carboxamide